NC1CCN(CC1)CC1=CC=C(C=C1)N1C(=NC=2C1=NC=C(C2)C2=CC=CC=C2)C=2C(=NC=CC2)N 3-[3-[4-[(4-Amino-1-piperidyl)methyl]phenyl]-6-phenyl-imidazo[4,5-b]pyridin-2-yl]pyridin-2-amine